BrC=1C=CC2=C(C(=N[C@H](C(N2)=O)C)C2=C(C=CC=C2F)F)C1Cl (3S)-7-bromo-6-chloro-5-(2,6-difluorophenyl)-3-methyl-1,3-dihydro-1,4-benzodiazepin-2-one